C(C)N(CCCC1=C(C=CC(=C1)F)S(=O)(=O)NC1=C(C2=C([C@@H]3[C@H](CO2)C3)C=C1)C(=O)O)CC (1aR,7bS)-5-[2-(3-diethylaminopropyl)-4-fluorobenzenesulfonyl-amino]-1,1a,2,7b-tetrahydrocyclopropa[c]benzopyran-4-carboxylic acid